2-chloro-N-(4-fluoro-2,5-dimethylphenyl)acetamide ClCC(=O)NC1=C(C=C(C(=C1)C)F)C